diethyl p-xylylene bismalonate C(CC(=O)OCC1=CC=C(C=C1)COC(CC(=O)OCC)=O)(=O)OCC